((2-(((S)-3,3-dimethyl-1-oxo-1-((S)-2-(5-phenyl-1H-imidazol-2-yl)pyrrolidin-1-yl)butan-2-yl)carbamoyl)-1H-indol-5-yl)difluoromethyl)phosphonic acid CC([C@@H](C(N1[C@@H](CCC1)C=1NC(=CN1)C1=CC=CC=C1)=O)NC(=O)C=1NC2=CC=C(C=C2C1)C(F)(F)P(O)(O)=O)(C)C